C12(CC3CC(CC(C1)C3)C2)CN2N=CC(=C2C)C=2C(=NC(=CC2)N2CC3=C(C=CC=C3CC2)C(NC=2SC3=C(N2)C=CC=C3)=O)C(=O)NS(=O)(=O)CCCC(=O)OCC 1-Ethyl 4-(N-(3-(1-((1s,3s)-adamantan-1-ylmethyl)-5-methyl-1H-pyrazol-4-yl)-6-(8-(benzo[d]thiazol-2-ylcarbamoyl)-3,4-dihydroisoquinolin-2(1H)-yl)picolinoyl)sulfamoyl)butanoate